2-(2-chlorophenyl)propan-2-amine-hydrochloride salt Cl.ClC1=C(C=CC=C1)C(C)(C)N